C(=C)C=1N=C2C(=NC1)N=CC=C2 vinylpyrido[2,3-b]pyrazin